2-morpholin-4-yl-6-[(tetrahydro-pyran-4-ylmethyl)-amino]-pyridin N1(CCOCC1)C1=NC(=CC=C1)NCC1CCOCC1